C1(CCCCC1)C1SC2=C(N1)C=CC(=C2)Cl cyclohexyl-6-chloro-2,3-dihydrobenzo[d]thiazole